OCCCC1=CN=C(S1)CNC(OC(C)(C)C)=O tert-butyl ((5-(3-hydroxypropyl)thiazol-2-yl)methyl)carbamate